FC1=C(C(=O)NC2=CC=C(C=C2)C(\C=C\C2=CC=C(C=C2)N(C)CCO)=O)C=CC=C1F 2,3-Difluoro-N-[4-[(E)-3-[4-[2-hydroxyethyl(methyl)amino]phenyl]prop-2-enoyl]phenyl]benzamide